2-(1-(4-amino-3-(4-methoxy-3-methylphenyl)-1H-pyrazolo[3,4-d]pyrimidin-1-yl)ethyl)-3-cyclobutylquinazolin-4(3H)-one NC1=C2C(=NC=N1)N(N=C2C2=CC(=C(C=C2)OC)C)C(C)C2=NC1=CC=CC=C1C(N2C2CCC2)=O